COC1CC(N(C2=CC=CC=C12)CCC1=CC=CC=C1)(C)C 4-Methoxy-2,2-dimethyl-N-phenethyl-3,4-dihydroquinoline